5,10,15,20-tetrapyridin-4-ylporphyrin N1=CC=C(C=C1)C=1C2=CC=C(N2)C(=C2C=CC(C(=C3C=CC(=C(C=4C=CC1N4)C4=CC=NC=C4)N3)C3=CC=NC=C3)=N2)C2=CC=NC=C2